O1C(CCC1)C(=O)N oxolane-2-carboxamide